2-amino-N-((3-fluoro-4-pyridinyl)methyl)-3-methyl-N-((2-oxo-2,3-dihydro-1H-benzimidazol-5-yl)methyl)-6-quinolinecarboxamide NC1=NC2=CC=C(C=C2C=C1C)C(=O)N(CC1=CC2=C(NC(N2)=O)C=C1)CC1=C(C=NC=C1)F